tert-butyl ((5-(2-chloro-3-fluoropyridin-4-yl)-2-ethyl-2H-1,2,3-triazol-4-yl)methyl)(methyl)carbamate ClC1=NC=CC(=C1F)C=1C(=NN(N1)CC)CN(C(OC(C)(C)C)=O)C